[4-(4-fluorobenzoyl)phenyl]-(4-fluorophenyl)methanone FC1=CC=C(C(=O)C2=CC=C(C=C2)C(=O)C2=CC=C(C=C2)F)C=C1